6-((E)-4-(6-methylpyridin-3-yl)but-3-enamido)pyridine-3-carboxylic acid CC1=CC=C(C=N1)/C=C/CC(=O)NC1=CC=C(C=N1)C(=O)O